[Cs].[Zn].[Cu].ClC=1C(=CC(=C(C(=O)NC=2C=NN(C(C2)=O)CO)C1[2H])OC1=C(C=C(C=C1)F)OC)C(F)(F)F 5-chloro-2-(4-fluoro-2-methoxyphenoxy)-N-(1-(hydroxymethyl)-6-oxo-1,6-dihydropyridazin-4-yl)-4-(trifluoromethyl)benzamide-6-d copper-zinc cesium